3,5-bis-butyl-4-hydroxybenzoate C(CCC)C=1C=C(C(=O)[O-])C=C(C1O)CCCC